CC(CNCCO)O methyl-imino-bis-ethanol